N,N-dibenzylethylenediammonium C(C1=CC=CC=C1)[NH+](CC[NH3+])CC1=CC=CC=C1